ClC=1C=CC(=C(C1)C=1C=C(C=2OCCNC2N1)C=1C=C(C=NC1)NC(CCN(C)CCO)=O)F N-{5-[6-(5-chloro-2-fluorophenyl)-2H,3H,4H-pyrido[3,2-b][1,4]oxazin-8-yl]pyridin-3-yl}-3-[(2-hydroxyethyl)(methyl)amino]propanamide